1-(((5S,7S)-3-(1-ethyl-5-methyl-1H-pyrazol-4-yl)-7-methyl-2-oxo-1-oxa-3-azaspiro[4.5]decan-7-yl)methyl)-1H-benzo[d]imidazole-6-carbonitrile C(C)N1N=CC(=C1C)N1C(O[C@]2(C1)C[C@@](CCC2)(C)CN2C=NC1=C2C=C(C=C1)C#N)=O